SC(CS)CS 2,3-dimercapto-1-propanethiol